1-((tert-butyldimethylsilyl)oxy)hexane-3-ol [Si](C)(C)(C(C)(C)C)OCCC(CCC)O